C1(CC1)NC(C([C@H](C[C@H]1C(NCC1)=O)NC([C@H](CC(C)C)NC(O)=O)=O)=O)=O ((S)-1-(((S)-4-(cyclopropylamino)-3,4-dioxo-1-((S)-2-oxopyrrolidin-3-yl)butan-2-yl)amino)-4-methyl-1-oxopentan-2-yl)carbamic acid